N1N=NN=CC=CC(=CC=CC=CC=CC=C1)C(=O)O tetraazacycloheptadecine-8-carboxylic acid